1-(((S)-oxetane-2-yl)methyl)-1H-benzo[d]imidazole-6-carboxylic acid O1[C@@H](CC1)CN1C=NC2=C1C=C(C=C2)C(=O)O